ClC=1C=C2C(=CN1)OC1(CNC(C1)C)C2 5-chloro-5'-methyl-3H-spiro[furo[2,3-c]pyridin-2,3'-pyrrolidine]